C12CN(CC(CC1)N2)C2=NC(=NC1=C(C(=CC=C21)C2=CC(=NC1=CC=CC=C21)N)F)OCC21CCCN1CCC2 4-(4-(3,8-diazabicyclo-[3.2.1]octan-3-yl)-8-fluoro-2-((tetrahydro-1H-pyrrolizin-7a(5H)-yl)methoxy)-quinazolin-7-yl)quinolin-2-amine